tert-Butyl (S)-3-((5-methyl-3-nitropyridin-2-yl)amino)pyrrolidine-1-carboxylate CC=1C=C(C(=NC1)N[C@@H]1CN(CC1)C(=O)OC(C)(C)C)[N+](=O)[O-]